(3S,4S)-8-(8-((8-fluoroquinolin-4-yl)thio)imidazo[1,2-c]pyrimidin-5-yl)-3-methyl-2-oxa-8-azaspiro[4.5]decan-4-amine FC=1C=CC=C2C(=CC=NC12)SC=1C=2N(C(=NC1)N1CCC3([C@@H]([C@@H](OC3)C)N)CC1)C=CN2